6-ethoxy-4-methylpyridine-2,3-diamine C(C)OC1=CC(=C(C(=N1)N)N)C